C(C1=CC=CC=C1)C1CN(CC=2N=C(N=C(C21)N2C[C@H]1CC[C@@H](C2)N1C(=O)OC(C)(C)C)Cl)C(=O)OCCOC1=C(C=C(C=C1)N)N 2-(2,4-diaminophenoxy)ethanol benzyl-4-((1R,5S)-8-(tert-butoxycarbonyl)-3,8-diazabicyclo[3.2.1]octan-3-yl)-2-chloro-5,6-dihydropyrido[3,4-d]pyrimidine-7(8H)-carboxylate